FC(C1=CC=C(C=N1)N1C=NC(=C1)C=O)F 1-(6-(difluoromethyl)pyridin-3-yl)-1H-imidazole-4-carbaldehyde